(R)-3-aminopiperidine-1-carboxylate N[C@H]1CN(CCC1)C(=O)[O-]